[N+](=O)([O-])C1=C(C=CC(=C1)[N+](=O)[O-])C1OCC2(CO1)COC(OC2)C2=C(C=C(C=C2)[N+](=O)[O-])[N+](=O)[O-] 3,9-di(2,4-dinitrophenyl)-2,4,8,10-tetraoxaspiro[5.5]undecane